benzyl 4-({1-[2-(2,6-dioxopiperidin-3-yl)-1-oxo-3H-isoindol-5-yl]-4-fluoropiperidin-4-yl}methyl)piperazine-1-carboxylate O=C1NC(CCC1N1C(C2=CC=C(C=C2C1)N1CCC(CC1)(F)CN1CCN(CC1)C(=O)OCC1=CC=CC=C1)=O)=O